C(C1=CC=CC=C1)N1C(C(C(=C1C1=CC=C(C=C1)OC)C)(CC(C(C(C(F)(F)F)(F)F)(F)F)(F)F)C)=O 1-Benzyl-5-(4-methoxyphenyl)-3,4-dimethyl-3-(2,2,3,3,4,4,5,5,5-nonafluoropentyl)-1,3-dihydro-2H-pyrrol-2-one